N-(1-cyclohexyl-2-methyl-4-phenylbutyl)-4-methylbenzenesulfonamide C1(CCCCC1)C(C(CCC1=CC=CC=C1)C)NS(=O)(=O)C1=CC=C(C=C1)C